3-bromo-N'-methyl-4-nitro-N-(pyrimidin-2-yl)benzohydrazide BrC=1C=C(C(=O)N(NC)C2=NC=CC=N2)C=CC1[N+](=O)[O-]